2-(4-cyclopropyl-6-methoxy-pyrimidin-5-yl)-5-methoxy-4-[rac-(1R)-2,2,2-trifluoro-1-[4-[1-methyl-4-(trifluoromethyl)imidazol-2-yl]phenyl]ethoxy]pyrimidine C1(CC1)C1=NC=NC(=C1C1=NC=C(C(=N1)O[C@@H](C(F)(F)F)C1=CC=C(C=C1)C=1N(C=C(N1)C(F)(F)F)C)OC)OC |r|